COC1=C(C(=CC(=C1)C=CCO)OC)[O-] 2,6-dimethoxy-4-(3-hydroxyprop-1-enyl)phenolate